(S)-7-(2-cyclopropyl-benzyl)-5-[1-(2-difluoromethyl-6-fluoro-phenyl)-piperidin-4-yl]-2,4-dimethyl-2,4,5,7-tetrahydro-pyrazolo[3,4-d]pyrimidin-6-one C1(CC1)C1=C(CN2C(N([C@H](C=3C2=NN(C3)C)C)C3CCN(CC3)C3=C(C=CC=C3F)C(F)F)=O)C=CC=C1